CC1=NC(=NC(=C1)NC(C)(CC(C)(C)C)C)NC1=CC=C(C=C1)C methyl-2-(p-tolylamino)-6-((2,4,4-trimethylpentan-2-yl)amino)pyrimidine